(2S)-2-(CARBAMOYLAMINO)-3-HYDROXYPROPANOIC ACID C(N)(=O)N[C@H](C(=O)O)CO